5-Amino-N-(3-chloro-4-fluorophenyl)-3-(5-((3,3-dimethylureido)methyl)octahydropentalen-2-yl)-1-methyl-1H-pyrazole-4-carboxamide NC1=C(C(=NN1C)C1CC2CC(CC2C1)CNC(=O)N(C)C)C(=O)NC1=CC(=C(C=C1)F)Cl